COC1=C2C(NC(=NC2=CC(=C1)OC)C1=CC=C(C=C1)N1CCC(CC1)CN1CC(N(C(C1)C)C=1C=C2C(N(C(C2=CC1F)=O)C1C(NC(CC1)=O)=O)=O)C)=O 5-(4-((1-(4-(5,7-dimethoxy-4-oxo-3,4-dihydroquinazolin-2-yl)phenyl)piperidin-4-yl)methyl)-2,6-dimethylpiperazin-1-yl)-2-(2,6-dioxopiperidin-3-yl)-6-fluoroisoindoline-1,3-dione